3-(Benzylthio)-2,6-dimethylaniline C(C1=CC=CC=C1)SC=1C(=C(N)C(=CC1)C)C